Cl.C(C)C1=NC2=C(N1C/C(=C/CN)/F)C=CC=C2C2=CC=C(C=C2)S(=O)(=O)N2CCOCC2 (Z)-4-(2-ethyl-4-(4-(morpholinesulfonyl)phenyl)-1H-benzo[d]imidazol-1-yl)-3-fluorobut-2-en-1-amine hydrochloride